1-[2-(aminomethyl)-3,3-difluoro-allyl]-4-[4-[6-(dimethylamino)-3-pyridyl]-2-thienyl]tetrazol-5-one NCC(CN1N=NN(C1=O)C=1SC=C(C1)C=1C=NC(=CC1)N(C)C)=C(F)F